N-(2-(2-(2-(2-((2,6-dichlorophenyl)amino)phenyl)acetoxy)acetoxy)ethyl)-2-((2,6-dimethylphenyl)amino)-N,N-diethyl-2-oxoethan-1-aminium ClC1=C(C(=CC=C1)Cl)NC1=C(C=CC=C1)CC(=O)OCC(=O)OCC[N+](CC(=O)NC1=C(C=CC=C1C)C)(CC)CC